N=C1SCC(N1C1=CC=CC=C1)=O 2-imino-3-phenylthiazolidin-4-one